ClC1=C(C=CC=C1C1=C(C(=NC=C1)C1=CC(=C(C=C1)CNC1CC(C1)(C)O)OC)Cl)C1=CC=C(C(=N1)OC)CN1CC2(C1)CNC(C2)=O 2-((6-(2-chloro-3-(3-chloro-2-(4-((((1s,3r)-3-hydroxy-3-methylcyclobutyl)amino)methyl)-3-methoxyphenyl)pyridin-4-yl)phenyl)-2-methoxypyridin-3-yl)methyl)-2,6-diazaspiro[3.4]octan-7-one